(±)-(trans)-3-(hydroxymethyl)-4-(4-methoxyphenyl)azepane-1-carboxylic acid tert-butyl ester C(C)(C)(C)OC(=O)N1C[C@H]([C@@H](CCC1)C1=CC=C(C=C1)OC)CO |r|